C(N)(=N)N1CCNCC1 4-amidinopiperazine